((1-(cyanomethyl)cyclopropyl)methyl)-1H-benzo[d]imidazole-6-carboxamide C(#N)CC1(CC1)CN1C=NC2=C1C=C(C=C2)C(=O)N